C(#N)N1C(=NC=C1)C(=O)NC=1C(=NC(=CC1)C1=C[C@]2(C=C[C@@](C1)(O2)C)C)C2=CCC(CC2)(C)C cyano-N-[2-(4,4-dimethylcyclohexen-1-yl)-6-[(1R,5R)-1,5-dimethyl-8-oxabicyclo[3.2.1]octa-2,6-dien-3-yl]-3-pyridyl]-1H-imidazole-2-carboxamide